hexacosyl n-eicosanoate C(CCCCCCCCCCCCCCCCCCC)(=O)OCCCCCCCCCCCCCCCCCCCCCCCCCC